ClC1=C(C(=CC=C1)F)C1=C2C(=C3C(=NC(=NC3=C1)OC[C@H]1N(CCC1)C)N1CCN(CC1)C(C=C)=O)OC=C2 1-(4-(4-(2-chloro-6-fluorophenyl)-7-(((S)-1-methylpyrrolidin-2-yl)methoxy)furo[2,3-f]quinazolin-9-yl)piperazin-1-yl)prop-2-en-1-one